BrC1=CC=C(CCNCCCO[Si](C)(C)C(C)(C)C)C=C1 N-(4-bromophenethyl)-3-((tert-butyldimethylsilyl)oxy)propan-1-amine